CN[C@@H](CC(=O)[O-])C(=O)[O-] methyl-L-aspartate